BrC1=C(N)C=C(C=C1)Cl 2-bromo-5-chloroaniline